C(C1=CC=CC=C1)OC(=O)C1CNCC1(O)C(=O)OCC1=CC=CC=C1 4-((benzyloxy)carbonyl)-4-hydroxypyrrolidine-3-carboxylic acid benzyl ester